3,4,5-Trifluorophenylacetonitrile FC=1C=C(C=C(C1F)F)CC#N